1-((benzyloxy)carbonyl)-4-phenylpiperidine C(C1=CC=CC=C1)OC(=O)N1CCC(CC1)C1=CC=CC=C1